NC1CCN(CC1)C1=C(C=C(C=N1)C1C(NC(CC1)=O)=O)F 3-[6-(4-amino-1-piperidyl)-5-fluoro-3-pyridyl]piperidine-2,6-dione